SC=1OC(C2=C(N1)C=CC=C2C(F)(F)F)=O 2-mercapto-5-trifluoromethyl-4H-benzo[d][1,3]oxazin-4-one